C(C)(C)(C)N1N=CC(=C1C(=O)NN(C(=O)[O-])CC1=C(C=C(C=C1)C)C)OC1=CC(=CC=C1)C(F)(F)F 2-(1-(tert-butyl)-4-(3-(trifluoromethyl)phenoxy)-1H-pyrazole-5-carbonyl)-1-(2,4-dimethylbenzyl)hydrazine-1-carboxylate